5,5'-(oxybis(methylene))bis(5-ethyl-1,3-dioxan-2-one) O(CC1(COC(OC1)=O)CC)CC1(COC(OC1)=O)CC